BrC=1C(=NC=C(C1)F)CC(C(=O)OC)C1=C(C=CC=C1)OC methyl 3-(3-bromo-5-fluoropyridin-2-yl)-2-(2-methoxyphenyl)propanoate